CC1=C(C(=CC=C1)C)N1C(C2=C(N(S1(=O)=O)C)C=CC(=C2)C(=O)O)=O 3-(2,6-Dimethylphenyl)-1-methyl-4-oxo-3,4-dihydro-1H-benzo[c][1,2,6]thiadiazine-6-carboxylic acid 2,2-dioxide